(3aR,5R,6R,6aR)-5-(((2-chloroquinolin-7-yl)oxy)methyl)-2,2-dimethyl-6-vinyltetrahydrofuro[2,3-d][1,3]dioxol-6-ol ClC1=NC2=CC(=CC=C2C=C1)OC[C@@H]1[C@]([C@@H]2[C@@H](OC(O2)(C)C)O1)(O)C=C